N-((S)-(7-((S)-1-(5,5-Difluoro-2-oxotetrahydropyrimidin-1(2H)-yl)-2-methoxyethyl)imidazo[1,2-b]pyridazin-2-yl)(4,4-difluorocyclohexyl)methyl)-4-methoxy-1,2,5-oxadiazole-3-carboxamide FC1(CNC(N(C1)[C@H](COC)C1=CC=2N(N=C1)C=C(N2)[C@@H](NC(=O)C2=NON=C2OC)C2CCC(CC2)(F)F)=O)F